NC1=CC=C(C(=N1)[C@]1(N=C(O[C@H]([C@@H]1F)C(F)(F)F)NC(OC(C)(C)C)=O)C)F tert-butyl (4R,5R,6R)-4-(6-amino-3-fluoropyridin-2-yl)-5-fluoro-4-methyl-6-(trifluoromethyl)-5,6-dihydro-4H-1,3-oxazin-2-ylcarbamate